ethyl-lauramide C(C)C(C(=O)N)CCCCCCCCCC